F[B-](F)(F)F.C(C)(C)(C)[P+2].F[B-](F)(F)F tertiary butyl-phosphorus tetrafluoroborate